OCC(CCCCCCC(=O)OC(CCCCCCCC)CCCCCCCC)CO heptadecan-9-yl 9-hydroxy-8-(hydroxymethyl)nonanoate